3-benzyloxy-N-methoxy-N-methyl-propanamide C(C1=CC=CC=C1)OCCC(=O)N(C)OC